FC1([C@@H]2[C@@H](N([C@H](C1)CC2)C(=O)C2(C1=CC=CC=C1C=1C=CC=CC21)O)C(=O)N[C@@H](C[C@@H]2C(NCC2)=O)\C=C(\S(=O)(=O)C)/F)F (1S,3R,4S)-5,5-difluoro-N-((S,E)-4-fluoro-4-(methylsulfonyl)-1-((R)-2-oxopyrrolidin-3-yl)but-3-en-2-yl)-2-(9-hydroxy-9H-fluorene-9-carbonyl)-2-azabicyclo[2.2.2]octane-3-carboxamide